C(C)(C)(C)OC(=O)NC(CCCCCCCCCC(=O)O)C 11-((t-butoxycarbonyl)amino)dodecanoic acid